COC=1C=C2NCCN(C2=CC1)C(=O)OC(C)(C)C tert-butyl 6-methoxy-3,4-dihydroquinoxaline-1(2H)-carboxylate